(S)-N-(5-(2,4-difluorophenoxy)pyrazin-2-yl)-2-(4-((S)-7-hydroxy-5,6,7,8-tetrahydro-[1,2,4]triazolo[1,5-a]pyridine-7-carbonyl)-3,3-dimethylpiperazin-1-yl)propanamide FC1=C(OC=2N=CC(=NC2)NC([C@H](C)N2CC(N(CC2)C(=O)[C@]2(CC=3N(CC2)N=CN3)O)(C)C)=O)C=CC(=C1)F